C(C)(C)(C)OC(=O)N1C[C@@H](OCC1)C(F)(F)C1=CC(=NC(=C1)Cl)Cl (2R)-2-[(2,6-dichloro-4-pyridinyl)-difluoro-methyl]morpholine-4-carboxylic acid tert-butyl ester